[N+](=O)([O-])C1=C(C=C(C=C1)N1[C@H](O[C@@H](C1)COC1=CC=C(C#N)C=C1)C(F)(F)F)C(F)(F)F 4-(((2R,5S)-3-(4-Nitro-3-(trifluoromethyl)phenyl)-2-(trifluoromethyl)oxazolidin-5-yl)methoxy)benzonitril